tert-butyl (1-(7-(8-chloronaphthalen-1-yl)-2-(((S)-1-methylpyrrolidin-2-yl)methoxy)-5,6,7,8-tetrahydropyrido[3,4-d]pyrimidin-4-yl)pyrrolidin-3-yl)(methyl)carbamate ClC=1C=CC=C2C=CC=C(C12)N1CC=2N=C(N=C(C2CC1)N1CC(CC1)N(C(OC(C)(C)C)=O)C)OC[C@H]1N(CCC1)C